5-[(5-bromopyridin-2-yl)methoxy]-2-(1-methyl-1H-pyrazol-4-yl)-1,3-benzoxazole BrC=1C=CC(=NC1)COC=1C=CC2=C(N=C(O2)C=2C=NN(C2)C)C1